ClC=1C=C(C=CC1)C1=CN(C=2N=CN=C(C21)NCC(CN)C)COCC[Si](C)(C)C N1-(5-(3-chlorophenyl)-7-((2-(trimethylsilyl)ethoxy)methyl)-7H-pyrrolo[2,3-d]pyrimidin-4-yl)-2-methylpropane-1,3-diamine